NC(CCC1CC1)(C1=CC(=CC=C1)C#N)C=1C=CC(=C(C1)NC(=O)[C@@H]1N(C[C@@H](C1)O)C(=O)NC1=CC=C(C=C1)[N+](=O)[O-])F (2R,4R)-N2-(5-((+)-1-amino-1-(3-cyanophenyl)-3-cyclopropyl-propyl)-2-fluorophenyl)-4-hydroxy-N1-(4-nitrophenyl)pyrrolidine-1,2-dicarboxamide